C(C)(C)(C)C1=CC=C(C=C1)S 4-Tert-butylbenzenethiol